NC1=NC(=C2N=CN(C2=N1)[C@H]1[C@]([C@@H]([C@H](O1)CO)O)(C=C)F)NC1CC1 (2R,3R,4R,5R)-5-(2-amino-6-(cyclopropylamino)-9H-purin-9-yl)-4-fluoro-2-(hydroxymethyl)-4-vinyltetrahydrofuran-3-ol